C(C)C1C2=CC=CC(C3=NN(C=4C=CC(OCCCNC(O1)=O)=CC34)C3OCCCC3)=C2 7-ethyl-19-(oxan-2-yl)-8,14-dioxa-10,19,20-triazatetracyclo[13.5.2.12,6.018,21]tricosa-1(20),2(23),3,5,15(22),16,18(21)-heptaen-9-one